ClC1=C(C(=CC=C1Cl)O)[C@@H]1CC=2N(C(=CN2)C(=O)N2CCN(CC2)C(C)C)C1 (S)-(6-(2,3-dichloro-6-hydroxyphenyl)-6,7-dihydro-5H-pyrrolo[1,2-a]imidazol-3-yl)(4-isopropylpiperazin-1-yl)methanone